1-acetyl-4-fluoro-2-(3-methoxy-4-(2-morpholino-2-oxoethoxy)benzylidene)indolin-3-one C(C)(=O)N1C(C(C2=C(C=CC=C12)F)=O)=CC1=CC(=C(C=C1)OCC(=O)N1CCOCC1)OC